2-[(2R)-2-aminobut-3-en-1-yl]-5-chloro-N-[(furan-2-yl)methyl]thieno[3,2-b]pyridin-7-amine N[C@H](CC1=CC2=NC(=CC(=C2S1)NCC=1OC=CC1)Cl)C=C